N-(4-Bromo-2-carbamoylphenyl)pyrazolo[1,5-a]pyrimidin-3-carboxamid BrC1=CC(=C(C=C1)NC(=O)C=1C=NN2C1N=CC=C2)C(N)=O